(S)-4-(2-Amino-2-methylpropanoyl)-N-(1-(4-((4-aminopiperidin-1-yl)methyl)phenyl)-2-oxo-1,2-dihydropyrimidin-4-yl)-2-methylpiperazine-1-carboxamide hydrochloride salt Cl.NC(C(=O)N1C[C@@H](N(CC1)C(=O)NC1=NC(N(C=C1)C1=CC=C(C=C1)CN1CCC(CC1)N)=O)C)(C)C